C(CC)OC(=O)CCOC1=C(C(=CC=C1)OCCC(=O)OCCC)C1=CC=C(C2=C1N=NS2)C2=C(C=CC=C2OCCC(=O)OCCC)OCCC(=O)OCCC 4,7-di[2,6-di(propyloxycarbonylethyloxy)phenyl]-benzothiadiazole